CN(C1CN(CC1)C1=C(C=C(C=C1)NC=1N=C(C2=C(N1)SC=C2C)NC2=CC=CC(=N2)C(C)(C)O)OC)C 2-(6-((2-((4-(3-(dimethylamino)pyrrolidin-1-yl)-3-methoxyphenyl)amino)-5-methylthieno[2,3-d]pyrimidin-4-yl)amino)pyridin-2-yl)propan-2-ol